ClC1=CC=C(C(=N1)C(=O)NS(=O)(=O)C)N[C@H](C)C=1C=C(C=C2C(C(=C(OC12)C=1C=NN(C1)C(F)F)C)=O)C 6-Chloro-3-[[(1R)-1-[2-[1-(difluoromethyl)pyrazol-4-yl]-3,6-dimethyl-4-oxo-chromen-8-yl]ethyl]amino]-N-methylsulfonyl-pyridine-2-carboxamide